(S)-N-(1-(4-(3-methoxytetrahydrofuran-3-yl)pyridin-2-yl)-1H-pyrazolo[4,3-c]pyridin-6-yl)acetamide CO[C@]1(COCC1)C1=CC(=NC=C1)N1N=CC=2C=NC(=CC21)NC(C)=O